1-methyl-6-((1-(methylsulfonyl)cyclopropyl)methyl)-7-oxo-6,7-dihydro-1H-pyrazolo[3,4-c]Pyridine-3-carboxylic acid ethyl ester C(C)OC(=O)C1=NN(C=2C(N(C=CC21)CC2(CC2)S(=O)(=O)C)=O)C